B([O-])([O-])[O-].C(C(=O)O)(=O)O.C(C(=O)O)(=O)O.[Na+].[Na+].[Na+] sodium bisoxalic acid borate